CN1C(=O)NC(=O)C1 1-methylhydantoin